tert-butyl (((3R,5R)-5-((S)-1-(4-fluorophenyl)-1,2,3,4-tetrahydroisoquinoline-2-carbonyl)tetrahydrofuran-3-yl)methyl)carbamate FC1=CC=C(C=C1)[C@@H]1N(CCC2=CC=CC=C12)C(=O)[C@H]1C[C@@H](CO1)CNC(OC(C)(C)C)=O